N-[4-(4-methylpiperazin-1-yl)phenyl]-7-phenoxy-5-[2-(triisopropylsilyl)ethynyl]pyrido[2,3-d]pyrimidin-2-amine CN1CCN(CC1)C1=CC=C(C=C1)NC=1N=CC2=C(N1)N=C(C=C2C#C[Si](C(C)C)(C(C)C)C(C)C)OC2=CC=CC=C2